C1(CCC1)N1C=NC2=NC(=NC(=C12)SCC1=CC=C(C=C1)OC)OC[C@]12CCCN2C[C@@H](C1)F 7-cyclobutyl-2-{[(2R,7aS)-2-fluorotetrahydro-1H-pyrrolizin-7a(5H)-yl]methoxy}-6-[(4-methoxybenzyl)sulfanyl]-7H-purine